C(C)C(CO)(CO)CC(C)C 2-ethyl-2-isobutyl-1,3-propane-diol